[Cl-].[Cl-].C[Si](=[Zr+2](C1C(=CC2=C(C=CC=C12)C1=CC=CC=C1)C)C1C(=CC2=C(C=CC=C12)C1=CC=CC=C1)C)C dimethylsilanediylbis(2-methyl-4-phenylindenyl)zirconium dichloride